CCCCCCCCCCCCCCCCCCCCCCCCCCCCCCCCCCCCCCC n-nonatriacontane